1-((tetrahydro-2H-pyran-4-yl)methyl)-1H-pyrazolo[3,4-b]pyrazine O1CCC(CC1)CN1N=CC=2C1=NC=CN2